C(C)(=O)O[C@@H]1[C@H](C(O[C@@H]([C@@H]1OC(C)=O)COC(C)=O)OCCCCC(=O)[O-])NC(C)=O 5-[[3,4,6-tri-O-acetyl-2-(acetylamino)-2-deoxy-D-galactopyranosyl]oxy]-pentanoate